3-(6-chloro-8-fluoro-4-isopropylquinolin-3-yl)tetrahydrofuran-3-ol ClC=1C=C2C(=C(C=NC2=C(C1)F)C1(COCC1)O)C(C)C